(1,1-dioxido-2,3-dihydrothiophen-3-yl)-2-oxo-8-(2-phenyl-1H-imidazol-5-yl)-1,2-dihydroquinoline-3-carboxamide O=S1(CC(C=C1)N1C(C(=CC2=CC=CC(=C12)C1=CN=C(N1)C1=CC=CC=C1)C(=O)N)=O)=O